C(CCC)[Sn](CC)(C(=C)OCC)CCCC dibutyl-(1-ethoxyvinyl)(ethyl)stannane